N[C@@H]1CN(CCC1)CC=1C=C(C=C(C1)N1C=NC(=C1)C)NC(C1=CC(=CC=C1)C=1N=CSC1)=O (S)-N-(3-((3-aminopiperidin-1-yl)methyl)-5-(4-methyl-1H-imidazol-1-yl)phenyl)-3-(thiazol-4-yl)benzamide